FC(C1=NC=C(C(=C1)C1=C(C=NC(=C1)C)C(=O)NS(=O)(=O)CC1=CC=C(C=C1)[C@H](C)OC)OC)F (S)-2'-(Difluoromethyl)-5'-methoxy-N-((4-(1-methoxyethyl)benzyl)sulfonyl)-6-methyl-[4,4'-bipyridine]-3-carboxamide